CN1N=NC(=C1C1=C(C2=C(C=N1)N=C(S2)N2C(=CC=C2C)C)C)C 6-(1,4-dimethyl-1H-1,2,3-triazol-5-yl)-2-(2,5-dimethyl-1H-pyrrol-1-yl)-7-methylthiazolo[4,5-c]pyridine